CN([C@H]1CN2C(OC1)=C(C=N2)S(=O)(=O)Cl)CC(F)(F)F (S)-6-(methyl(2,2,2-trifluoroethyl)amino)-6,7-dihydro-5H-pyrazolo[5,1-b][1,3]oxazine-3-sulfonyl chloride